C(C1=CC=CC=C1)ON1C(NC2=C(C1=O)SC(=C2)I)=O 3-(benzyloxy)-6-iodothieno[3,2-d]pyrimidine-2,4(1H,3H)-dione